CC1=C(C=C(OCCNC(OC(C)(C)C)=O)C=C1)C(NC1(CC1)C1=CC=CC2=CC=CC=C12)=O tert-Butyl (2-(4-methyl-3-((1-(naphthalen-1-yl)cyclopropyl) carbamoyl) phenoxy) ethyl)carbamate